C(C)OC1=C(C(=C(C=C1)O)F)F 4-ethoxy-2,3-difluoro-phenol